C(#N)CC1(CN(C1)C1(CCN(CC1)C(=O)OC(C)(C)C)C)N1N=CC(=C1)C=1C2=C(N=CN1)N(C=C2)COCC[Si](C)(C)C tert-Butyl 4-{3-(Cyanomethyl)-3-[4-(7-{[2-(trimethylsilyl)ethoxy]methyl}-7H-pyrrolo[2,3-d]pyrimidin-4-yl)-1H-pyrazol-1-yl]azetidin-1-yl}-4-methylpiperidine-1-carboxylate